OC(CCCCCCCCCCCC(CNCCOCCOCCNCC(CCCCCCCCCC)O)O)CCCCCCCCCC (2-hydroxydodecyl)-16,19-dioxa-13,22-diazatetratriacontane-11,24-diol